tert-butyl-(nonadeca-1,18-dien-10-yloxy)diphenylsilane C(C)(C)(C)[Si](C1=CC=CC=C1)(C1=CC=CC=C1)OC(CCCCCCCC=C)CCCCCCCC=C